(E)-N-((E)-4-(1-(4-(4-(4-((2-(2,6-dioxopiperidin-3-yl)-1-oxoisoindolin-4-yl)thio)butyl)piperazin-1-yl)benzoyl)piperidin-4-yl)but-2-en-1-yl)-3-(pyridin-3-yl)acrylamide O=C1NC(CCC1N1C(C2=CC=CC(=C2C1)SCCCCN1CCN(CC1)C1=CC=C(C(=O)N2CCC(CC2)C/C=C/CNC(\C=C\C=2C=NC=CC2)=O)C=C1)=O)=O